C1(CC1)C1=C(C(=NO1)C1=C(C=CC=C1)OC(F)(F)F)COC1C[C@H]2CC[C@@H](C1)N2C2=CC=C(C=C2)C=2C(NC(NN2)=O)=O 6-(4-((1R,3R,5S)-3-((5-cyclopropyl-3-(2-(trifluoromethoxy)phenyl)isoxazol-4-yl)methoxy)-8-azabicyclo[3.2.1]octan-8-yl)phenyl)-1,2,4-triazine-3,5(2H,4H)-dione